C1(CCC1)N[C@H]1CN(CCC1)C=1N=NC(=CC1)CN1N=NC(=C1)C1=C2C=NNC2=CC(=C1)OC (R)-N-cyclobutyl-1-(6-((4-(6-methoxy-1H-indazol-4-yl)-1H-1,2,3-triazol-1-yl)methyl)pyridazin-3-yl)piperidin-3-amine